C(CCCCCCCCCCC)#N Dodecannitrile